(5,6-dichloropyridin-2-yl)carbamic acid tert-butyl ester C(C)(C)(C)OC(NC1=NC(=C(C=C1)Cl)Cl)=O